7-Benzyloxy-2,3-dihydro-benzo[1,4]dioxine-2-carboxylic acid (1H-pyrazol-4-ylmethyl)-amide N1N=CC(=C1)CNC(=O)C1COC2=C(O1)C=C(C=C2)OCC2=CC=CC=C2